CC(CN(C)CC1=CC=C(C=C1)OC)(CO)CO The molecule is a tertiary amino compound that is p-methoxybenzylamine in which the hydrogens attached to the amino group have been replaced by a methyl group and a 2,2-bis(hydroxymethyl)propyl group. Obtained from 1-(4-methoxyphenyl)-N-methyl-N-[(3-methyloxetan-3-yl)methyl]methanamine by hydrolysis of the oxetane moiety using human liver microsomes. It is a diol, a tertiary amino compound and an aromatic ether. It derives from a 1-(4-methoxyphenyl)-N-methyl-N-[(3-methyloxetan-3-yl)methyl]methanamine. It is a conjugate base of a 2-{[(4-methoxybenzyl)(methyl)amino]methyl}-2-methylpropane-1,3-diol(1+).